CCN(CC)CCOC1=CC=C(C=C1)/C(=C(/C)\C2=CC=CC=C2)/C3=CC=C(C=C3)OC.C(C(=O)O)C(CC(=O)O)(C(=O)O)O 2-(p-(1-(p-methoxyphenyl)-2-phenylpropenyl)phenoxy)triethylamine citrate